BrC=1SC=2N=C(SC2N1)OC 2-bromo-5-methoxy-[1,3]thiazolo[5,4-d][1,3]thiazole